C(=O)(O)C(C[C@@H](N)C(=O)O)C(=O)O γ-carboxy-D-glutamic acid